2-(6,6-dimethyl-7-oxo-7,8-dihydro-6H-pyrimido[5,4-b][1,4]oxazin-4-yl)-2,7-diazaspiro[3.5]nonane CC1(C(NC2=C(O1)C(=NC=N2)N2CC1(C2)CCNCC1)=O)C